tert-butyl 12-isopentyl-4-oxa-8,12-diazadispiro[2.1.5.3]tridecane-8-carboxylate C(CC(C)C)N1CC2(OC3(CC3)C1)CCN(CC2)C(=O)OC(C)(C)C